FC1=CC=C(C=C1)S(=O)(=O)Cl 4-fluoro-benzenesulfonyl chloride